C(C)NC1=NN=NN1CCC[Si](OCC)(OCC)OCC 5-Ethylamino-1-[3-(triethoxysilyl)propyl]-1H-tetrazol